BrC=1C(=CC(=C(C1)C1=C(C=C2C(=NC(N3C2=C1SC[C@H](C3)OC)=O)N3C[C@@H](N[C@@H](C3)C)C)C(F)(F)F)F)F (3S)-11-(5-bromo-2,4-difluorophenyl)-8-((3S,5R)-3,5-dimethylpiperazin-1-yl)-3-methoxy-10-(trifluoromethyl)-3,4-dihydro-2H,6H-[1,4]thiazepino[2,3,4-ij]quinazolin-6-one